BrC1=CC=C(C(=N1)OC)NC(=O)C1=C(N=NN1C)C1=CC=C(C=C1)F N-(6-bromo-2-methoxypyridin-3-yl)-4-(4-fluorophenyl)-1-methyl-1H-1,2,3-triazole-5-carboxamide